N1=CC(=CC=C1)CCNC1=NC=CC(=C1)C=1C=C2C(=NNC2=CC1)N 5-(2-((2-(pyridin-3-yl)ethyl)amino)pyridin-4-yl)-1H-indazol-3-amine